COC(C1=CC(=NC=C1F)C1=CC(=CC=C1)F)=O 5-fluoro-2-(3-fluorophenyl)isonicotinic acid methyl ester